Styrylmethyltri(vinyldimethylsiloxy)silane C(=CC1=CC=CC=C1)C[Si](O[Si](C=C)(C)C)(O[Si](C=C)(C)C)O[Si](C)(C)C=C